C(C)N1C(OCC2=C1N=C(N=C2)SC)=O 1-Ethyl-7-(methylsulfanyl)-1,4-dihydro-2H-pyrimido[4,5-d][1,3]oxazin-2-one